C1CCCC2C(C=C3C=4CCCC4CCC3C12)=O 2,3,4,5,9,11,12,15,16,17-decahydro-1H-cyclopenta[a]phenanthren-6-one